(3S)-3-{8-[2-(ethoxycarbonyl)-4-fluorophenyl]-3-methylimidazo[1,5-a]pyridin-6-yl}-pyrrolidine-1-carboxylic acid tert-butyl ester C(C)(C)(C)OC(=O)N1C[C@@H](CC1)C=1C=C(C=2N(C1)C(=NC2)C)C2=C(C=C(C=C2)F)C(=O)OCC